C(C)C1=CC=C(C=C1)C#CC1=CC=C(C=C1)OC 1-ethyl-4-[2-(4-methoxyphenyl)ethynyl]benzene